C(C)(=O)C=1C=CC(=C(C1)C1=CC=C(C=C1)C)N(C(COCCOCCN1C(C2=CC=CC=C2C(C1=O)F)=O)=O)C1=CC=C(C2=NON=C21)[N+](=O)[O-] N-(5-acetyl-4'-methyl-[1,1'-biphenyl]-2-yl)-2-(2-(2-(4-fluoro-1,3-dioxoisoquinolin-2-yl)ethoxy)ethoxy)-N-(7-nitrobenzo[c][1,2,5]oxadiazole-4-yl)acetamide